2'-deoxy-5,6-dihydrouridine [C@@H]1(C[C@H](O)[C@@H](CO)O1)N1C(=O)NC(=O)CC1